FC1=C(C=CC(=C1)F)C=1N2C(SC1)=NC(=C2)C(=O)N[C@@H]2C(N(C1=C(OC2)C=CC(=C1)C#CC(C)(C)O)C)=O (S)-3-(2,4-difluorophenyl)-N-(7-(3-hydroxyl-3-methylbut-1-yn-1-yl)-5-methyl-4-oxo-2,3,4,5-tetrahydrobenzo[b][1,4]oxazepine-3-yl)imidazo[2,1-b]thiazole-6-carboxamide